amino-dideoxyguanosine-5'-diphosphate P(O)(=O)(OP(=O)(O)O)OC[C@@H]1CC[C@@](O1)(N1C=NC=2C(=O)NC(N)=NC12)N